6-([5-(3-Chlorophenyl)-1,3-oxazol-2-yl]methylsulfanyl)-2-methylpyrimidin-4-amine ClC=1C=C(C=CC1)C1=CN=C(O1)CSC1=CC(=NC(=N1)C)N